3-((4-(dimethylamino)butanoyl)oxy)-2,2-bis(((9Z)-tetradec-9-enoyloxy)methyl)propyl (9Z)-hexadec-9-enoate C(CCCCCCC\C=C/CCCCCC)(=O)OCC(COC(CCCN(C)C)=O)(COC(CCCCCCC\C=C/CCCC)=O)COC(CCCCCCC\C=C/CCCC)=O